2-((5-chloro-2-((2-(difluoromethoxy)-4-(pyrrolidin-1-yl)phenyl)amino)pyrimidin-4-yl)amino)thiophene-3-carboxamide ClC=1C(=NC(=NC1)NC1=C(C=C(C=C1)N1CCCC1)OC(F)F)NC=1SC=CC1C(=O)N